OC1[N+](=C2C3=C(C(C=C2C1(C)C)=O)C=CC=C3)[O-] 2-hydroxy-3,3-dimethyl-5-oxo-3,5-dihydro-2H-benzo[g]indole 1-oxide